BrC1=C(C=CC=C1)C=1N=C(SC1)C1=CC=C2C(=N1)C=CN2C(C)C 4-(2-bromophenyl)-2-(1-isopropyl-1H-pyrrolo[3,2-b]pyridin-5-yl)thiazole